C12CN(CC2C1)C1=NC2=C(C=C(C=C2C(N1C)=O)C)[C@@H](C)NC1=C(N=C(S1)Cl)C(=O)O 5-(((1R)-1-(2-(3-azabicyclo[3.1.0]hexan-3-yl)-3,6-dimethyl-4-oxo-3,4-dihydroquinazolin-8-yl)ethyl)amino)-2-chlorothiazole-4-carboxylic acid